CNS(=O)(=O)C1=CC(=C(C=C1)NC1=NC=C(C=C1)C(F)(F)F)C=1N=C2N(C1C)CCC2 N-methyl-3-(3-methyl-6,7-dihydro-5H-pyrrolo[1,2-a]imidazol-2-yl)-4-[[5-(trifluoromethyl)-2-pyridinyl]amino]benzenesulfonamide